N1=C(N=CC=C1)C1=CC=CC=2C(=NOC21)N 7-(pyrimidin-2-yl)benzo[d]isoxazol-3-amine